C1(CC1)C=1N=CN(C1)C1=CC=C2C=NN(C(C2=C1)=O)CC1=CC=C(C=C1)OC 7-(4-cyclopropyl-1H-imidazole-1-yl)-2-(4-methoxybenzyl)phthalazin-1(2H)-one